(S)-1-cyano-N-(1-(2-cyano-5-(3-morpholinopropoxy)phenyl)-1H-imidazol-4-yl)pyrrolidine-3-carboxamide C(#N)N1C[C@H](CC1)C(=O)NC=1N=CN(C1)C1=C(C=CC(=C1)OCCCN1CCOCC1)C#N